C1(CC1)C1=C(C=C(C=C1)NC1=NC=2N(C(=C1)NC1=NC=CC=C1)N=CC2C#N)CS(=O)(=O)C 5-((4-cyclopropyl-3-((methylsulfonyl)methyl)phenyl)amino)-7-(pyridin-2-ylamino)pyrazolo[1,5-a]pyrimidine-3-carbonitrile